ClC=1C=C(C=CC1)[C@@H]1[C@H](C1)C(=O)NC1=NC=CC(=C1)NCC=1N=C2N(C=C(C=C2N2CC(C2)F)C2CC2)C1 (1S,2S)-2-(3-chlorophenyl)-N-(4-(((6-cyclopropyl-8-(3-fluoroazetidin-1-yl)imidazo[1,2-a]pyridin-2-yl)methyl)amino)pyridin-2-yl)cyclopropane-1-carboxamide